ClC1=C(C(=CC=C1)Cl)C1CN(C1)C1=CC(=C(C(=C1)C)CN1CCC(CC1)(C)OC(C)=O)C acetic acid [1-[[4-[3-(2,6-dichlorophenyl) azetidin-1-yl]-2,6-dimethyl-phenyl] methyl]-4-methyl-4-piperidinyl] ester